N-Succinimidyl maleimidoacetate C1CC(=O)N(C1=O)OC(=O)CN2C(=O)C=CC2=O